C(C)(C)(C)C=1C=C(C=C(C1)C)C 5-tertiary butyl-m-xylene